COC=1C(=C(C=C2C(=NC(=NC12)C1CCN(CC1)C)N1CCC2(CN(C2)C(C=C)=O)CC1)C=C)C1=C2C=NNC2=CC=C1C 1-(7-(8-methoxy-7-(5-methyl-1H-indazol-4-yl)-2-(1-methylpiperidin-4-yl)-6-vinylquinazolin-4-yl)-2,7-diazaspiro[3.5]nonan-2-yl)prop-2-en-1-one